FC1=CC=C(C=C1)C(N1C[C@@H](N(C[C@H]1C)C1=C(C(N(C=2C=CC(=NC12)C#N)C)=O)C#N)C)C1=CN=CN1C 8-[(2S,5R)-4-[(4-fluorophenyl)(1-methyl-1H-imidazol-5-yl)methyl]-2,5-dimethylpiperazin-1-yl]-5-methyl-6-oxo-5,6-dihydro-1,5-naphthyridine-2,7-dicarbonitrile